C(C1=CC=CC=C1)(=O)[C@@H]1C[C@H]([C@@H](CC1)N(C(OC(C)(C)C)=O)C)O[Si](C)(C)C(C)(C)C 1,1-dimethylethyl N-[(1R,2R,4S)-4-benzoyl-2-[1,1-dimethylethyl(dimethyl)silyl]oxy-cyclohexyl]-N-methyl-carbamate